3-(difluoromethoxy)-4-(4-((difluoromethyl)sulfonyl)-3-methylphenyl)-5-(methylsulfonyl)-1H-indazole FC(OC1=NNC2=CC=C(C(=C12)C1=CC(=C(C=C1)S(=O)(=O)C(F)F)C)S(=O)(=O)C)F